N-(4-amino-1H-pyrazolo[4,3-c]pyridin-7-yl)-N'-benzyl-N'-(3-pyridylmethyl)oxamide Hydrogen chloride Cl.NC1=NC=C(C2=C1C=NN2)NC(=O)C(=O)N(CC=2C=NC=CC2)CC2=CC=CC=C2